NCCNC(CCOCCOCCOCCOCCOCCOCCOCCOCCOCCN=[N+]=[N-])=O N-(2-Aminoethyl)-1-azido-3,6,9,12,15,18,21,24,27-nonaoxatriacontan-30-amide